N1=CNC2=NC=CC(=C21)C=2C=NN(C2)C2=CC=C(C=N2)C(C(F)(F)F)OCCNC 2-(1-(6-(4-(3H-imidazo[4,5-b]pyridin-7-yl)-1H-pyrazol-1-yl)pyridin-3-yl)-2,2,2-trifluoroethoxy)-N-methylethanamine